CC=1N=CSC1C1=C(C(C2=CC(=CC=C12)OCCCC1=CC=CC=C1)=O)C=1SC=CC1 (4-methylthiazol-5-yl)-6-(3-phenylpropoxy)-2-(thiophen-2-yl)-1H-inden-1-one